4-(5-(2-chlorophenoxy)-1H-pyrazolo[3,4-c]pyridin-1-yl)-N-methylthiophene-2-carboxamide ClC1=C(OC=2C=C3C(=CN2)N(N=C3)C=3C=C(SC3)C(=O)NC)C=CC=C1